O=C1NC(CCC1N1C(N(C2=C1C=CC(=C2)C2CC1(CN(C1)CC1CCC(CC1)NC(OC(C)(C)C)=O)C2)C)=O)=O tert-butyl N-[4-[[6-[1-(2,6-dioxo-3-piperidyl)-3-methyl-2-oxo-benzimidazol-5-yl]-2-azaspiro[3.3]heptan-2-yl]methyl]cyclohexyl]carbamate